C(#N)C=1C=C(C=NC1N1N=CC=N1)NC(=O)NC=1C=NC=2N(C1[C@H](C)OC)N=C(C2)F (S)-1-(5-cyano-6-(2H-1,2,3-triazol-2-yl)pyridin-3-yl)-3-(2-fluoro-7-(1-methoxyethyl)pyrazolo[1,5-a]pyrimidin-6-yl)urea